4-(2-isopropoxy-3,4-dioxocyclobut-1-en-1-yl)-2,3,5,6-tetramethylphenyl 4-(benzyloxy)-2,3,6-trimethylbenzoate C(C1=CC=CC=C1)OC1=C(C(=C(C(=O)OC2=C(C(=C(C(=C2C)C)C2=C(C(C2=O)=O)OC(C)C)C)C)C(=C1)C)C)C